NC1=C(C=CC=C1)NC=1C=CC(=C(C#N)C1)F 5-((2-aminophenyl)amino)-2-fluorobenzonitrile